N-(8,9-difluoro-6-oxo-1,4,5,6-tetrahydro-2H-pyrano[3,4-c]isoquinolin-1-yl)-N-methyl-4H-thieno[3,2-b]pyrrole-5-carboxamide FC=1C(=CC=2C3=C(NC(C2C1)=O)COCC3N(C(=O)C3=CC1=C(N3)C=CS1)C)F